C(C)OC(CC(=O)CCl)=O 4-chloroacetoacetic acid ethyl ester